NC1=NC=2C=C(C(=CC2C2=C1COC2)C(=O)N2C(CC[C@@H](C2)C)C=2C=C(C1=C(OC3(CC3)C(N1)=O)C2)F)Cl 7-((5S)-1-(4-amino-7-chloro-1,3-dihydrofuro[3,4-c]quinoline-8-carbonyl)-5-methylpiperidin-2-yl)-5-fluorospiro[benzo[b][1,4]oxazine-2,1'-cyclopropan]-3(4H)-one